C[C@H]1N(CCOC1)C=1C2=C(N=C(N1)C1=C3C(=NC=C1)NC=C3)C(=CS2)CN2CCOCC2 (R)-3-methyl-4-(7-(morpholinomethyl)-2-(1H-pyrrolo[2,3-b]pyridin-4-yl)thieno[3,2-d]pyrimidin-4-yl)morpholine